N[C@H](C(=O)OCC)CCC1=CC=CC=C1 ethyl 2-(S)-amino-4-phenylbutyrate